OC=1C=C(OC2OC(C(C(C2O)O)O)CO)C=C(C1)\C=C\C1=CC=C(C=C1)O 2-[3-hydroxy-5-[(E)-2-(4-hydroxyphenyl)vinyl]phenoxy]-6-(hydroxymethyl)oxan-3,4,5-triol